CC(C(=O)OCCN(C(C=CC(NCCOCCN(C)C)=O)=O)CCOC(C(CCCCC)C)=O)CCCCC 2-methyl-13-{2-[(2-methyl-1-oxoheptyl) oxy] ethyl}-9,12-dioxo-5-oxa-2,8,13-triazapentadec-10-en-15-yl 2-methylheptanoate